FC(CNC(CCl)=O)(F)F N-(2,2,2-Trifluoroethyl)chloroacetamide